(1S,4s)-4-(2-(((R)-2-(5-Fluoropyridin-3-yl)-2-hydroxyethyl)amino)-ethyl)cyclohexan-1-ol FC=1C=C(C=NC1)[C@H](CNCCC1CCC(CC1)O)O